4-[(1R,3R)-3-{5-[2-fluoro-6-(trifluoromethyl)phenyl]-1,3,4-oxadiazol-2-yl}-2,2-dimethylcyclopropyl]benzenesulfonamide FC1=C(C(=CC=C1)C(F)(F)F)C1=NN=C(O1)[C@H]1C([C@@H]1C1=CC=C(C=C1)S(=O)(=O)N)(C)C